N-(4-methyl-3-pyridin-2-ylphenyl)-3-(trifluoromethyl)cyclobutane-1-carboxamide CC1=C(C=C(C=C1)NC(=O)C1CC(C1)C(F)(F)F)C1=NC=CC=C1